C1=CC=CC=2C3=CC=CC=C3C(C12)COC(=O)N(C(C(=O)OC(C)(C)C)CCC1=CC(=CC=C1)OC)C tert-Butyl 2-((((9H-fluoren-9-yl)methoxy) carbonyl)(methyl)amino)-4-(3-methoxyphenyl)butanoate